3-((4,4,4-trifluorobutyl)sulfonyl)phenol FC(CCCS(=O)(=O)C=1C=C(C=CC1)O)(F)F